2,6-dihydroxy-hexanoic acid OC(C(=O)O)CCCCO